ClC1=C2N=C(N(C2=NC=N1)C1=CC=CC2=CC=CC=C12)C1=CC=CC2=CC=CC=C12 6-chloro-8,9-di(naphthalene-1-yl)-9H-purine